3-((S)-1-(2,5-dichlorobenzamido)-3-methylbutyl)-4,5-dihydroisoxazole ClC1=C(C(=O)N[C@@H](CC(C)C)C2=NOCC2)C=C(C=C1)Cl